5-(3-(Benzyloxy)-1-fluoro-7-hydroxynaphthalen-2-yl)-1,2,5-thiadiazolidin-3-one 1,1-dioxide C(C1=CC=CC=C1)OC=1C(=C(C2=CC(=CC=C2C1)O)F)N1CC(NS1(=O)=O)=O